ClC=1C=C(C(=NC1)OC1=CC=C(C=C1)C=1C=C(C=NC1)CC(CC(=O)OCC)=O)F ethyl 4-(5-{4-[(5-chloro-3-fluoropyridin-2-yl) oxy] phenyl} pyridin-3-yl)-3-oxobutyrate